C(#N)C1=C(C=C(OC2C(C(C2(C)C)NC(=O)C2=CC=C(C=C2)N2CCC(CC2)CN2CCN(CC2)C=2N=CC(=NC2)C(=O)O)(C)C)C=C1)OC 5-[4-[[1-[4-[[3-(4-cyano-3-methoxy-phenoxy)-2,2,4,4-tetramethyl-cyclobutyl]carbamoyl]phenyl]-4-piperidyl]methyl]piperazin-1-yl]pyrazine-2-carboxylic acid